(5-(3-((tert-Butyldimethylsilyl)oxy)prop-1-yn-1-yl)-6-chloropyrimidin-4-yl)glycine ethyl ester C(C)OC(CNC1=NC=NC(=C1C#CCO[Si](C)(C)C(C)(C)C)Cl)=O